3-[2-(trifluoromethyl)-4'-(methylthio)benzhydryloxy]-N-(1-adamantyl)azetidine-1-carboxamide FC(C1=C(C(C2=CC=C(C=C2)SC)OC2CN(C2)C(=O)NC23CC4CC(CC(C2)C4)C3)C=CC=C1)(F)F